ClC1=CC=NC2=CC(=CC=C12)OCCCl 4-chloro-7-(2-chloroethoxy)quinoline